CN1C(=NC=C1)C(=O)OC1=NN(C=N1)C(C1=CC=CC=C1)(C1=CC=CC=C1)C1=CC=CC=C1 (1-trityl-1H-1,2,4-triazol-3-yl) methyl-1H-imidazole-carboxylate